The molecule is d-glycero-D-manno-heptose in which the hydrogen of the primary hydroxy group is substituted by a dihydrogen phosphate group. It has a role as an Escherichia coli metabolite. It is a conjugate acid of a D-glycero-D-manno-heptose 7-phosphate(2-). C([C@H]([C@@H]1[C@H]([C@@H]([C@@H](C(O1)O)O)O)O)O)OP(=O)(O)O